COC(=O)C=1C(NC(N(N1)C1=CC(=C(C(=C1)Cl)OC=1C=C2CCN(C(C2=CC1)=O)C)Cl)=O)=O (3,5-dichloro-4-((2-methyl-1-oxo-1,2,3,4-tetrahydroisoquinolin-6-yl)oxy)phenyl)-3,5-dioxo-2,3,4,5-tetrahydro-1,2,4-triazine-6-carboxylic acid methyl ester